3-(4-methoxyphenyl)-1,2,4-oxadiazol COC1=CC=C(C=C1)C1=NOC=N1